3-(4-bromo-2-methoxy-phenyl)-6-chloro-1,2,4-triazine BrC1=CC(=C(C=C1)C=1N=NC(=CN1)Cl)OC